[Si](C)(C)(C(C)(C)C)OC1C(COC1)N1C(C(=CC2=C1N=C(N=C2)S(=O)C)C#N)=O 8-(4-((tert-butyldimethylsilyl)oxy)tetrahydrofuran-3-yl)-2-(methylsulfinyl)-7-oxo-7,8-dihydropyrido[2,3-d]pyrimidine-6-carbonitrile